COC1=CC=2N(C=C1)C(=NN2)[C@@H]2C[C@@H](CCC2)NC2=NC=C(C(=N2)NC2COC2)C(F)(F)F N2-[(1R,3S)-3-(7-methoxy-[1,2,4]triazolo[4,3-a]pyridin-3-yl)cyclohexyl]-N4-(oxetan-3-yl)-5-(trifluoromethyl)pyrimidine-2,4-diamine